O1COC2=C1C=CC(=C2)C2CC(OC1=CC3=C(C(=C21)O)C(OC(CCCC(CCCC=C3)=O)C)=O)=O 4-(benzo[d][1,3]dioxol-5-yl)-5-hydroxy-8-methyl-4,8,9,10,11,13,14,15-octahydro-2H,6H-[1]oxacyclotetradecino[3,4-g]chromene-2,6,12(3H)-trione